(2S)-2-[[(2S)-2-amino-4-[5-[bis(2-chloroethyl)amino]-1-methyl-benzimidazol-2-yl]butanoyl]amino]-4-methyl-pentanoic acid ethyl ester C(C)OC([C@H](CC(C)C)NC([C@H](CCC1=NC2=C(N1C)C=CC(=C2)N(CCCl)CCCl)N)=O)=O